ClC=1C(=CC(=NC1)NC(C)C)C=1C=C2N(CC(CN(C2=O)CC2=C(C=C(C(=C2)F)Cl)CO)(CO)CO)C1 8-(5-chloro-2-(isopropylamino)pyridin-4-yl)-2-(4-chloro-5-fluoro-2-(hydroxymethyl)benzyl)-4,4-bis(hydroxymethyl)-2,3,4,5-tetrahydro-1h-pyrrolo[1,2-a][1,4]diazepine-1-one